ClC1=C(C=CC2=C1C(=N[C@H](C=1N2N=C(N1)C(=O)N1CC(C1)C)C)C1=NC=CC=C1F)C(F)(F)F [(4S)-7-chloro-6-(3-fluoro-2-pyridyl)-4-methyl-8-(trifluoromethyl)-4H-[1,2,4]triazolo[1,5-a][1,4]benzodiazepin-2-yl]-(3-methylazetidin-1-yl)methanone